N1=CC=C(C=C1)CN1CCNC2=CC=CC=C12 1-(pyridin-4-ylmethyl)-1,2,3,4-tetrahydroquinoxalin